cycloheptyl 3-((3-((3-((3,4-dihydroxy-5-((3,4,5-trihydroxybenzoyl) oxy) benzoyl) oxy)-4,5-dihydroxybenzoyl) oxy)-4,5-dihydroxybenzoyl) oxy)-4,5-dihydroxybenzoate OC=1C=C(C(=O)OC=2C=C(C(=O)OC=3C=C(C(=O)OC=4C=C(C(=O)OC5CCCCCC5)C=C(C4O)O)C=C(C3O)O)C=C(C2O)O)C=C(C1O)OC(C1=CC(=C(C(=C1)O)O)O)=O